FC1=NC=C(C(=C1)C=1C=NC=2CCN(CC2C1)C=1C(=C(C=2N(N1)C(C=C(N2)C)=O)C)C)F 7-(3-(2,5-difluoropyridin-4-yl)-7,8-dihydro-1,6-naphthyridin-6(5H)-yl)-2,8,9-trimethyl-4H-pyrimido[1,2-b]pyridazin-4-one